FC(CC1=NN(C=C1C(=O)OC)COCC[Si](C)(C)C)(F)F methyl 3-(2,2,2-trifluoroethyl)-1-(2-trimethylsilylethoxymethyl)pyrazole-4-carboxylate